N2-tert-butyl-9-(pyrrolidin-3-yl)-N8-(3-(trifluoromethyl)phenyl)-9H-purine-2,8-diamine C(C)(C)(C)NC1=NC=C2N=C(N(C2=N1)C1CNCC1)NC1=CC(=CC=C1)C(F)(F)F